2-(3-cyanophenyl)-3-(2,6-dimethyl-4-pyridinyl)-N-[(4-methyl-2-oxo-oxazolidin-4-yl)methyl]pyrazolo[1,5-a]pyrimidine-5-carboxamide C(#N)C=1C=C(C=CC1)C1=NN2C(N=C(C=C2)C(=O)NCC2(NC(OC2)=O)C)=C1C1=CC(=NC(=C1)C)C